N1N=CC2=CC(=CC=C12)NC1=NC=C(C(=N1)NC)C(F)(F)F N2-(1H-indazol-5-yl)-N4-methyl-5-(trifluoromethyl)pyrimidine-2,4-diamine